N-{4-[4-({4-[{[(4-fluorophenyl)amino]carbonyl}(phenyl)amino]piperidin-1-yl}methyl)phenoxy]phenyl}methanesulfonamide FC1=CC=C(C=C1)NC(=O)N(C1CCN(CC1)CC1=CC=C(OC2=CC=C(C=C2)NS(=O)(=O)C)C=C1)C1=CC=CC=C1